BrC=1C=2CCCC2C=C2C1CC2 7-bromo-2,4,5,6-tetrahydro-1H-cyclobuta[f]inden